C(C=C)OCC=1C(=NC(=CC1)Br)NC(=O)[C@H]1N([C@@H]2C[C@]2(C1)C=C)C(=O)OC(C)(C)C |&1:19| tert-Butyl (1R,3S,SR)-3-((3-((allyloxy)methyl)-6-bromopyridin-2-yl)carbamoyl)-5-vinyl-2-azabicyclo[3.1.0]hexane-2-carboxylate